3-chloro-4-fluorobenzoic acid 2-(((4-methoxy-3,5-dimethylpyridin-2-yl) methyl) sulfinyl)-1H-benzo[d]imidazol-5-yl ester COC1=C(C(=NC=C1C)CS(=O)C1=NC2=C(N1)C=CC(=C2)OC(C2=CC(=C(C=C2)F)Cl)=O)C